OC1=C(C=CC(=C1)OCCCC)C1=NC(=NC(=N1)C1=C(C=C(C=C1)OCCCC)O)C1=C(C=C(C=C1)OCCCC)O 2,4,6-tris(2'-hydroxy-4-n-butoxyphenyl)-1,3,5-triazine